[Mn].[Sr].[La] lanthanum strontium manganese